ClC=1C=C(C=C(C1)Cl)NC1=NC2=CC=CC(=C2C(N1)=O)O 2-((3,5-dichlorophenyl)amino)-5-hydroxyquinazoline-4(3H)-One